ClC1=C(C[C@@]2(NCCC2)C(=O)O)C=CC=C1 α-(2-chlorobenzyl)-proline